C[C@@H]1[C@@H]([C@@H]([C@H]([C@@H](O1)OC(=O)[C@]23CCC(C[C@H]2C4=CC[C@@H]5[C@]6(CC[C@@H]([C@@]([C@@H]6CC[C@]5([C@@]4(C[C@H]3O)C)C)(C)C=O)O)C)(C)C)O[C@H]7[C@@H]([C@@H]([C@H]([C@@H](O7)C)O[C@H]8[C@@H]([C@H]([C@@H](CO8)O)O[C@H]9[C@@H]([C@H]([C@H](CO9)O[C@H]1[C@@H]([C@H]([C@H](CO1)O)O)O)O)O)O)O)O)O)O The molecule is a triterpenoid saponin that is the pentasaccharide derivative of quillaic acid. Isolated from the roots of Gypsophila oldhamiana, it exhibits immunomodulatory activity. It has a role as an immunomodulator and a plant metabolite. It is a triterpenoid saponin, a pentacyclic triterpenoid, a carboxylic ester, an aldehyde and a pentasaccharide derivative. It derives from a quillaic acid.